4-nonyloxy-4'-cyanobiphenyl C(CCCCCCCC)OC1=CC=C(C=C1)C1=CC=C(C=C1)C#N